4-chloro-1-(difluoromethyl)-2-ethynylbenzene ClC1=CC(=C(C=C1)C(F)F)C#C